O[C@@]1(C(N(CC1)C)=O)C1=CC(=NO1)C=1C=CC(=C(C1)C1=CC=CC(=N1)C(=O)N)C (R)-6-(5-(5-(3-hydroxy-1-methyl-2-oxopyrrolidin-3-yl)isoxazol-3-yl)-2-methylphenyl)pyridineamide